ClC=1C=C2C=C(NC2=CC1OCC=1N=CSC1)CNC(=O)[C@@H]1OCC1 (R)-N-((5-chloro-6-(thiazol-4-ylmethoxy)-1H-indol-2-yl)methyl)oxetane-2-carboxamide